COC=1C=C2CCN(C(C2=CC1OC)C1=CC(=C(C(=C1)OC)OC)OC)C 6,7-dimethoxy-2-methyl-1-(3,4,5-trimethoxyphenyl)-1,2,3,4-tetrahydroisoquinoline